4-{[6-(5-chloro-2-fluorophenyl)pyridazin-4-yl]amino}quinoline-7-carboxylic acid (3R)-1-methylpyrrolidin-3-yl ester CN1C[C@@H](CC1)OC(=O)C1=CC=C2C(=CC=NC2=C1)NC1=CN=NC(=C1)C1=C(C=CC(=C1)Cl)F